C[C@H]1CNCCO1 (2S)-2-methyl-morpholine